1-methyl-3-ethyl-4-chloro-5-pyrazoleformamide CN1N=C(C(=C1C(=O)N)Cl)CC